4-[5-[(1S)-2-amino-1-hydroxyethyl]pyrimidin-2-yl]-3-[2-methyl-6-(4-methyl-1,3-thiazol-2-yl)pyridin-4-yl]oxybenzonitrile NC[C@@H](O)C=1C=NC(=NC1)C1=C(C=C(C#N)C=C1)OC1=CC(=NC(=C1)C=1SC=C(N1)C)C